5-Chloro-6-(((1r,4r)-4-hydroxy-4-methylcyclohexyl)methoxy)pyridine-3-sulfonamide ClC=1C=C(C=NC1OCC1CCC(CC1)(C)O)S(=O)(=O)N